C(#N)C1=CC(=C(C=C1F)NS(=O)(=O)C1=CNC(=C1)C1=CC=C(C=C1)F)F N-(4-cyano-2,5-difluorophenyl)-5-(4-fluorophenyl)-1H-pyrrole-3-sulfonamide